N-(4-(cis-bicyclo[3.1.0]hexan-3-yloxy)-3-fluorophenyl)-2-(3-azabicyclo[3.2.0]heptan-3-yl)-5-ethyloxazole-4-carboxamide C12CC(CC2C1)OC1=C(C=C(C=C1)NC(=O)C=1N=C(OC1CC)N1CC2CCC2C1)F